4-(2-chloro-4-(4-fluorobenzoyl)phenylthio)phenylbis(4-fluorophenyl)sulfonium ClC1=C(C=CC(=C1)C(C1=CC=C(C=C1)F)=O)SC1=CC=C(C=C1)[S+](C1=CC=C(C=C1)F)C1=CC=C(C=C1)F